NC1=NC=CC2=C1C(=NN2[C@H]2C[C@@H](N(C2)C(C=C)=O)CC#N)C#CC2=CC1=C(N(C(=N1)C)CC)C=C2 2-[(2R,4S)-4-[4-amino-3-[2-(1-ethyl-2-methyl-1,3-benzodiazol-5-yl)ethynyl]pyrazolo[4,3-c]pyridin-1-yl]-1-(prop-2-enoyl)pyrrolidin-2-yl]acetonitrile